C(C)(C)(C)OC(=O)N1[C@H]2CN(C[C@@H]1CC2)C2=CC(=C(C=C2)C)C(N[C@H](C)C2=CC(=CC(=C2)OC)C2=CN(C(=C2)C(=O)OCC)CC)=O (1R,5S)-3-[3-[[(1R)-1-[3-(5-ethoxycarbonyl-1-ethyl-pyrrol-3-yl)-5-methoxy-phenyl]ethyl]carbamoyl]-4-methyl-phenyl]-3,8-diazabicyclo[3.2.1]octane-8-carboxylic acid tert-butyl ester